CN(CC(=O)N1CCC(CC1)CNC(=O)C1=CC2=C(N(C(=N2)NC=2SC3=C(N2)C=CC(=C3)Cl)C)C=C1)C 2-(6-Chloro-benzothiazol-2-ylamino)-1-methyl-1H-benzoimidazole-5-carboxylic acid [1-(2-dimethylamino-acetyl)-piperidin-4-ylmethyl]-amide